tert-butyl (R)-methyl(1-methylpiperidin-3-yl)carbamate CN(C(OC(C)(C)C)=O)[C@H]1CN(CCC1)C